FC1=C(C=C(C(=C1)C)C1=CC2=CN(N=C2C(=C1)N1CCOCC1)C)NC(=O)N1C[C@@H](CC1)CC(F)(F)F (3S)-N-[2-fluoro-4-methyl-5-[2-methyl-7-(morpholin-4-yl)indazol-5-yl]phenyl]-3-(2,2,2-trifluoroethyl)pyrrolidine-1-carboxamide